C1(CC1)OC1=C(C=C(C=C1)C(F)(F)F)C1=CN=C(O1)C(=O)N[C@@H]1C[C@H](N(C1)C(=O)OC(C)(C)C)COC tert-butyl (2S,4R)-4-(5-(2-cyclopropoxy-5-(trifluoromethyl) phenyl)oxazole-2-carboxamido)-2-(methoxymethyl)pyrrolidine-1-carboxylate